nickel (II) 5,15-di(3,5-di-tert-butylphenyl)porphyrin C(C)(C)(C)C=1C=C(C=C(C1)C(C)(C)C)C=1C2=CC=C(N2)C=C2C=CC(C(=C3C=CC(=CC=4C=CC1N4)N3)C3=CC(=CC(=C3)C(C)(C)C)C(C)(C)C)=N2.[Ni+2]